CN(CC(=O)N(C)C1CC2=CC=C(C=C2CC1)C1=NNC(=C1C(C)C)C=1C=C(C=2N(C1)N=CN2)C)C 2-(dimethylamino)-N-(6-(4-isopropyl-5-(8-methyl-[1,2,4]triazolo[1,5-a]pyridin-6-yl)-1H-pyrazol-3-yl)-1,2,3,4-tetrahydronaphthalen-2-yl)-N-methylacetamide